[Li].NC=1SC2=C(N1)C(=C(C=C2F)F)C=2C(=CC=1C3=C(C=NC1C2F)N=NN3C3CN(C3)C(C=C)=O)Cl 1-(3-(7-(2-amino-5,7-difluorobenzo[d]thiazol-4-yl)-8-chloro-6-fluoro-1H-[1,2,3]triazolo[4,5-c]quinolin-1-yl)azetidin-1-yl)prop-2-en-1-one lithium